ClC1=CC=C(C=C1)CC=1N=NN(C1)CC1=CC=C(C=C1)C(C(=O)N)(CC(C)C)C(NO)=O [4-[[4-[(4-Chlorophenyl)methyl]triazol-1-yl]methyl]phenyl]-2-(hydroxycarbamoyl)-4-methyl-pentanamide